OC1=C(C(=C(C(=C1CC(=O)[O-])O)O)O)O.[K+] potassium pentahydroxyphenylacetate